BrC1=CC(=NC=C1)NC(C=CN1CCN(CC1)CCO[Si](C)(C)C(C)(C)C)=O N-(4-bromopyridin-2-yl)-3-(4-{2-[(tert-butyldimethylsilyl)oxy]ethyl}piperazin-1-yl)propenamide